FC1=CC=C(C=C1)C1SCC(N1C1=C(C=C(C(=O)NS(=O)(=O)C2=CC=C(C=C2)OC(F)(F)F)C=C1)C)=O 4-[2-(4-Fluorophenyl)-4-oxo-1,3-thiazolidin-3-yl]-3-methyl-N-{[4-(trifluoromethoxy)phenyl]sulfonyl}benzamide